2-fluoro-5-[(1E)-3,3,3-trifluoroprop-1-en-1-yl]-5,10-dihydro-11H-dibenzo[b,e][1,4]diazepin-11-one FC1=CC2=C(N(C3=C(NC2=O)C=CC=C3)\C=C\C(F)(F)F)C=C1